N-phenethyl-N'-(3-[1,2,3,4,5,8-hexahydroindolizin-7-yl]-1H-indol-5-yl)thiourea C(CC1=CC=CC=C1)NC(=S)NC=1C=C2C(=CNC2=CC1)C1=CCN2CCCC2C1